6-[5-(3,4-difluorophenyl)-1H-imidazol-4-yl]-N-[2-(4-isopropylpiperazin-1-yl)ethyl]-1,5-naphthyridin-3-amine FC=1C=C(C=CC1F)C1=C(N=CN1)C=1N=C2C=C(C=NC2=CC1)NCCN1CCN(CC1)C(C)C